Tert-butyl 4-benzoyl-3,4-dihydroquinoxaline-1(2H)-carboxylate C(C1=CC=CC=C1)(=O)N1CCN(C2=CC=CC=C12)C(=O)OC(C)(C)C